(R)-3-((tert-butyldimethylsilyl)oxy)-2-methylpropan-1-ol [Si](C)(C)(C(C)(C)C)OC[C@@H](CO)C